CC1=C(C=C(OC[C@H]2N(CC2)C(=O)OC(C)(C)C)C=C1)C(NC1(CC1)C1=C2C=CC=NC2=CC(=C1)C#CC)=O tert-Butyl (S)-2-((4-methyl-3-((1-(7-(prop-1-yn-1-yl)quinolin-5-yl)cyclopropyl)carbamoyl)phenoxy)methyl)azetidine-1-carboxylate